N1(CCOCC1)C1=NC2=C(N=CC=C2C(=C1)C=1C=NC=CC1)C1=CC=NN1 2-(morpholin-4-yl)-8-(1H-pyrazol-5-yl)-4-(pyridin-3-yl)-1,7-naphthyridine